FC1=C(C=CC(=C1)C(F)(F)F)C1=NC(=NO1)CNC(C1=C(C=CC=C1)Cl)=O N-((5-(2-fluoro-4-(trifluoromethyl)phenyl)-1,2,4-oxadiazol-3-yl)methyl)-2-chlorobenzoamide